tert-butyl N-(5-[(dimethylcarbamoyl)difluoromethoxy]-1,3-benzothiazol-2-yl)carbamate CN(C(=O)C(OC=1C=CC2=C(N=C(S2)NC(OC(C)(C)C)=O)C1)(F)F)C